4-(((4-cyano-2-methyl-phenyl)sulfonyl)difluoro-methyl)-N-(pyridazin-4-yl)piperidine-1-carboxamide C(#N)C1=CC(=C(C=C1)S(=O)(=O)C(C1CCN(CC1)C(=O)NC1=CN=NC=C1)(F)F)C